P(O)(O)OC1=C(C=C(C=C1C(C)(C)C)C)C(C)(C)C 2,6-Di-t-butyl-4-methylphenol Phosphite